Ethyl 1-(2-(4-(tert-butoxycarbonyl)piperazin-1-yl)ethyl)-6-chloro-3-(3-((6-fluoronaphthalen-1-yl)oxy)propyl)-7-(pyrazolo[1,5-a]pyrazin-3-yl)-1H-indole-2-carboxylate C(C)(C)(C)OC(=O)N1CCN(CC1)CCN1C(=C(C2=CC=C(C(=C12)C=1C=NN2C1C=NC=C2)Cl)CCCOC2=CC=CC1=CC(=CC=C21)F)C(=O)OCC